(S)-(5-bromo-7-((2-(trifluoromethyl)pyrrolidin-1-yl)methyl)benzofuran-3-yl)methanol BrC=1C=C(C2=C(C(=CO2)CO)C1)CN1[C@@H](CCC1)C(F)(F)F